1-(6-Bromo-3-pyridyl)-4-nitro-pyrazole-3-carboxamide BrC1=CC=C(C=N1)N1N=C(C(=C1)[N+](=O)[O-])C(=O)N